((3R)-4-amino-3-methyl-1,3-dihydrofuro[3,4-c]quinolin-8-yl)((3S)-3-(4-fluoro-3-(trifluoromethoxy)phenyl)-4-morpholinyl)methanone NC1=NC=2C=CC(=CC2C2=C1[C@H](OC2)C)C(=O)N2[C@H](COCC2)C2=CC(=C(C=C2)F)OC(F)(F)F